propanoyloxymethyl (3R)-2-hydroxy-7-methoxy-3-(1,3,4-thiadiazol-2-ylsulfanyl)-3,4-dihydro-1,2-benzoxaborinine-8-carboxylate OB1OC2=C(C[C@@H]1SC=1SC=NN1)C=CC(=C2C(=O)OCOC(CC)=O)OC